dibenzocyclooctyne-amine C1CC2=CC=CC=C2C3=C(C=CC=C3N)C#C1